5-chloro-N2-(3-fluoro-4-(4-(4-methylpiperazin-1-yl)piperidin-1-yl)phenyl)-N4-(2-((methylsulfonyl)methyl)phenyl)pyrimidine-2,4-diamine ClC=1C(=NC(=NC1)NC1=CC(=C(C=C1)N1CCC(CC1)N1CCN(CC1)C)F)NC1=C(C=CC=C1)CS(=O)(=O)C